CC1=C(C(=O)P(CC2=C(C=CC=C2)C)(C(C2=C(C=C(C=C2C)C)C)=O)=O)C(=CC(=C1)C)C bis(2,4,6-trimethylbenzoyl)-2-methylbenzylphosphine oxide